(2S,4S)-1-((R)-2-(2-naphthoylamino)-3-cyclohexylpropionyl)-4-azidopyrrolidine-2-carboxylic acid C1=C(C=CC2=CC=CC=C12)C(=O)N[C@@H](C(=O)N1[C@@H](C[C@@H](C1)N=[N+]=[N-])C(=O)O)CC1CCCCC1